C(CN1C(=NC2=C1C=CC(=C2)C(N)=O)C=2C1=C(SC2C(=O)OCC)C=CC=C1C(F)(F)F)N1C(=NC2=C1C=CC(=C2)C(N)=O)C=2C1=C(SC2C(=O)OCC)C=CC=C1C(F)(F)F Diethyl 3,3'-(ethane-1,2-diylbis(5-carbamoyl-1H-benzo[d]imidazole-1,2-diyl))bis(4-(trifluoromethyl)benzo[b]thiophene-2-carboxylate)